C1=CC=C(C=C1)NC(=O)CCCCCCC(=O)NC2=CC=CC=C2N The molecule is a dicarboxylic acid diamide comprising suberic (octanedioic) acid coupled to aniline and 1,2-diaminobenzene. It has a role as an EC 3.5.1.98 (histone deacetylase) inhibitor and an antineoplastic agent. It derives from a suberic acid.